C(C(=C)C)(=O)OCCC[Si](OC)(OC)OC (methacryloxypropyl)-trimethoxysilane